CN(C(=O)C=1OC=CC1)C N,N-Dimethyl-2-furancarboxylic acid amide